4-(6-(6-(difluoromethyl)imidazo[1,2-b]pyridazin-3-yl)pyrimidin-4-yl)thiomorpholin 1-oxide FC(C=1C=CC=2N(N1)C(=CN2)C2=CC(=NC=N2)N2CCS(CC2)=O)F